1-(4-(benzyloxy)phenyl)-2-bromopropan-1-one C(C1=CC=CC=C1)OC1=CC=C(C=C1)C(C(C)Br)=O